COC1=CC=C(C=C1)N1C(OC(C1=O)(C=C)C1=CC=CC=C1)=O 3-(4-methoxyphenyl)-5-phenyl-5-vinyloxazolidine-2,4-dione